1-[1-(1-acetylazetidine-3-carbonyl)piperidin-3-yl]-3-[(5-chloro-1H-indol-2-yl)methyl]-1-methylurea C(C)(=O)N1CC(C1)C(=O)N1CC(CCC1)N(C(=O)NCC=1NC2=CC=C(C=C2C1)Cl)C